CNCCOCCOCCSC1=C2CN(C(C2=CC=C1)=O)C1C(NC(CC1)=O)=O 3-(4-((2-(2-(2-(methylamino)ethoxy)ethoxy)ethyl)thio)-1-oxoisoindolin-2-yl)piperidine-2,6-dione